1-(4-(difluoromethoxy)benzyl)-6-(4-methoxy-5H-pyrrolo[3,2-d]pyrimidin-5-yl)-2-methyl-1H-imidazo[4,5-b]pyridine FC(OC1=CC=C(CN2C(=NC3=NC=C(C=C32)N3C=CC=2N=CN=C(C23)OC)C)C=C1)F